FC=1C=NC=2C3=C(N(C(C2C1)([2H])[2H])C)C(=CC=C3)[N+](=O)[O-] 3-fluoro-6-methyl-7-nitro-5,6-dihydrobenzo[h][1,6]naphthyridine-5,5-d2